N-hydroxy-4-((4-((((1S,2R)-2-phenylcyclopropyl)amino)methyl)-1H-pyrazol-1-yl)methyl)benzamide ONC(C1=CC=C(C=C1)CN1N=CC(=C1)CN[C@@H]1[C@H](C1)C1=CC=CC=C1)=O